O=C1NC(CCC1NC1=CC=C(CN2CCC(CC2)N2CCN(CC2)C2=CC(=C(C=C2C)NC2=NC=C(C(=C2)NC2=C(C(=O)NC)C=CC=C2)C(F)(F)F)OC(C)C)C=C1)=O 2-((2-((4-(4-(1-(4-((2,6-dioxopiperidin-3-yl)amino)benzyl)piperidin-4-yl)piperazin-1-yl)-2-isopropoxy-5-methylphenyl)amino)-5-(trifluoromethyl)pyridin-4-yl)amino)-N-methylbenzamide